N-(6-(4-(3-(dimethylamino)propylsulfonyl)piperazin-1-yl)-2-ethylimidazo[1,2-a]pyridin-3-yl)-4-(4-fluorophenyl)-N-methylthiazol-2-amine CN(CCCS(=O)(=O)N1CCN(CC1)C=1C=CC=2N(C1)C(=C(N2)CC)N(C=2SC=C(N2)C2=CC=C(C=C2)F)C)C